2-(1,4-dioxaspiro[4.5]decan-7-yl)ethan-1-ol O1CCOC12CC(CCC2)CCO